O-succinyl-L-homoserine succinate C(CCC(=O)O)(=O)O.C(CCC(=O)O)(=O)OCC[C@H](N)C(=O)O